methyl trans-3-(5-fluoroindazol-2-yl)cyclobutanecarboxylate FC1=CC2=CN(N=C2C=C1)[C@@H]1C[C@H](C1)C(=O)OC